C1=C(C=CC=2C3=CC=CC=C3C=CC12)C1=CC=2C=CC3=CC=CC=C3C2C=C1 2,2'-biphenanthrene